BrC1=CC(=NC=C1)OCCOCCOCCOCCOCCOCCNC(OC(C)(C)C)=O tert-butyl (17-((4-bromopyridin-2-yl)oxy)-3,6,9,12,15-pentaoxaheptadecyl)carbamate